8-((S)-ethylsulfinyl)-3-(4-(2,2,2-trifluoroethoxy)phenyl)-2-(trifluoromethyl)-4H-pyrido[1,2-a]pyrimidin-4-one C(C)[S@](=O)C1=CC=2N(C(C(=C(N2)C(F)(F)F)C2=CC=C(C=C2)OCC(F)(F)F)=O)C=C1